(R)-2'-ethoxy-5-((2-((3-fluoro-5-(trifluoromethyl)phenyl)sulfonyl)-2-azaspiro[3.3]heptan-6-yl)oxy)-N-(pyrrolidin-3-yl)-[2,3'-bipyridine]-6-carboxamide C(C)OC1=NC=CC=C1C1=NC(=C(C=C1)OC1CC2(CN(C2)S(=O)(=O)C2=CC(=CC(=C2)C(F)(F)F)F)C1)C(=O)N[C@H]1CNCC1